C(C)C=1N=C2N(C=C(C=C2)C2CCN(CC2)CC(=O)N2CC(C2)CO)C1N(C=1SC(=C(N1)C1=CC=C(C=C1)F)C#N)C 2-((2-ethyl-6-(1-(2-(3-(hydroxymethyl)azetidin-1-yl)-2-oxoethyl)piperidin-4-yl)imidazo[1,2-a]pyridin-3-yl)(methyl)amino)-4-(4-fluorophenyl)thiazole-5-carbonitrile